C(C(C)C)C=1C=CC(=C(C1)N1CCN(CC1)CC=1N=CN(C1)C)C=1N=NNN1 1-[5-isobutyl-2-(2H-tetrazol-5-yl)phenyl]-4-[(1-methyl-imidazol-4-yl)meth-yl]piperazine